5-((6-(cyclopentylethynyl)-5-(methylsulfonyl)pyridin-2-yl)oxy)-1H-1,2,3-triazole-4-carboxylic acid C1(CCCC1)C#CC1=C(C=CC(=N1)OC1=C(N=NN1)C(=O)O)S(=O)(=O)C